N-(3-(3-methoxyoxetan-3-yl)phenyl)-5-(4-(trifluoromethyl)phenyl)hexahydropyrrolo[3,4-c]pyrrole-2(1H)-carboxamide COC1(COC1)C=1C=C(C=CC1)NC(=O)N1CC2CN(CC2C1)C1=CC=C(C=C1)C(F)(F)F